8-Fluoro-5-methoxy-1-[trans-4-(pyridin-2-yloxy)cyclohexyl]-5,6-dihydro-4H-[1,2,4]triazolo[4,3-a][1]benzazepin FC=1C=CC2=C(CC(CC=3N2C(=NN3)[C@@H]3CC[C@H](CC3)OC3=NC=CC=C3)OC)C1